C(C)C1=C(C=CC=C1)N1N=CC(=C1C)C(=O)NC=1C=NC2=CC=CC=C2C1 1-(2-ethylphenyl)-5-methyl-N-(quinolin-3-yl)-1H-pyrazole-4-carboxamide